dimethyl-(sulfamoyl)amine CN(S(N)(=O)=O)C